Cl.ClC=1C=C(C=C(C1)Cl)CNCC=1C=NC=CC1 [(3,5-dichlorophenyl)methyl][(pyridin-3-yl)methyl]amine hydrochloride